2-methyl-1-(naphthalen-2-yl)-3-phenylpropane-1,3-dione CC(C(=O)C1=CC2=CC=CC=C2C=C1)C(=O)C1=CC=CC=C1